C(=O)(O)CN(CC(=O)O)CCNCCNCC(=O)O N-(carboxymethyl)-N-[2-[[2-[(carboxymethyl)amino]ethyl]amino]ethyl]-Glycine